C(=O)C1=C(C=CC2=CC=CC=C12)OCCC(=O)N 3-[(1-FORMYLNAPHTHALEN-2-YL)OXY]PROPANAMIDE